NC1=C(C=2C(=NC=C(C2S1)F)C=1C2=C(C=3C=NC(=NC3C1F)N1CC(C(C1)N(C)C(C)C)(C)O)COC2)C#N 2-Amino-7-fluoro-4-(5-fluoro-3-(3-hydroxy-4-(isopropyl(methyl)amino)-3-methylpyrrolidin-1-yl)-7,9-dihydrofuro[3,4-f]quinazolin-6-yl)thieno[3,2-c]pyridine-3-carbonitrile